ClC1=CC=C2C(=N1)CCCC(C2=O)(C)C 2-chloro-6,6-dimethyl-8,9-dihydro-7H-cyclohepta[b]pyridin-5-one